COC1=CC=C(COC[C@H]([C@H](CC=C)OC([C@H](CC(C)(C)C)N)=O)C)C=C1 (S)-2-amino-4,4-dimethylpentanoic acid (2R,3S)-1-((4-methoxybenzyl) oxy)-2-methylhexan-5-en-3-yl ester